C(C)(C)(C)[Si](OC1CN(CC1)C1=C(C=C2C(=N1)N=C(S2)N2CCOCC2)[N+](=O)[O-])(C)C 4-(5-(3-((tertbutyldimethylsilyl)oxy)pyrrolidin-1-yl)-6-nitrothiazolo[4,5-b]pyridin-2-yl)morpholine